N-(5-((3-((5-methoxypyridin-2-yl)methyl)piperidin-1-yl)methyl)thiazol-2-yl)acetamide COC=1C=CC(=NC1)CC1CN(CCC1)CC1=CN=C(S1)NC(C)=O